C(C1=CC=CC=C1)OC([C@@H](N[N+](=O)[O-])C(CCNC(N)=N)C=O)=O 3-formyl-nitro-L-arginine benzyl ester